(S)-2,10-di(hydroxyethoxy)-3,9-dimethoxy-6,8,13,13a-tetrahydro-5H-dibenzo[a,g]quinolizine OCCOC=1C(=CC2=C([C@@H]3CC4=C(CN3CC2)C(=C(C=C4)OCCO)OC)C1)OC